N[C@@](C(=O)O)(CCCC=C)C (2R)-2-amino-2-methyl-6-heptenoic acid